C1(=CC=C(C=C1)CC=1C(=C(SC1C)C)C(=O)NC1CC2(CCC2)C1)C1=CC=CC=C1 6-(4-([1,1'-biphenyl]-4-ylmethyl)-2,5-dimethylthiophene-3-carboxamido)spiro[3.3]heptane